NC=1C=C(C=C(C1)Cl)NS(=O)(=O)C1CC1 N-(3-amino-5-chlorophenyl)cyclopropanesulfonamide